C(C1=CC=CC=C1)ON1C(C2(C1)N(C(CC2)CN[C@H](C(=O)N(C)C)[C@@H](C)O)C(=O)OC(C)(C)C)=O Tert-Butyl 2-(benzyloxy)-6-((((2S,3R)-1-(dimethylamino)-3-hydroxy-1-oxobutan-2-yl)amino)methyl)-1-oxo-2,5-diazaspiro[3.4]octane-5-carboxylate